C1(CC1)OC=1C(=CC=C2C=C(C=C(C12)B1OC(C(O1)(C)C)(C)C)OCOC)F 2-(8-cyclopropoxy-7-fluoro-3-(methoxymethoxy)naphthalen-1-yl)-4,4,5,5-tetramethyl-1,3,2-dioxaborolane